FC=1C=C(C2=C(C=C(O2)CNC(=O)C=2C=NN3C2N=CC=C3)C1)C(=O)OC(C)C Isopropyl 5-fluoro-2-((pyrazolo[1,5-a]pyrimidine-3-carboxamido)methyl)benzofuran-7-carboxylate